ClC=1C=C(CN2N=C3C4=C(CCC3=C2)OC(=C4C)C(=O)NCCCN4C(CCCC4)C)C=CC1 2-(3-chlorobenzyl)-8-methyl-N-[3-(2-methylpiperidin-1-yl)propyl]-4,5-dihydro-2H-furo[2,3-g]indazole-7-carboxamide